6-chloro-5-methylnicotinic acid methyl ester COC(C1=CN=C(C(=C1)C)Cl)=O